(2R)-tetrahydrofuran-2-ylmethanol O1[C@H](CCC1)CO